3-[4-[(4-bromoimidazol-1-yl)methyl]-3-(trifluoromethyl)phenyl]-5-(trifluoromethyl)-1,2,4-oxadiazole BrC=1N=CN(C1)CC1=C(C=C(C=C1)C1=NOC(=N1)C(F)(F)F)C(F)(F)F